C(C1=CC=CC=C1)[C@@H]1N(C(OC1)=O)C([C@H](C(C)C)CC)=O (S)-4-benzyl-3-((S)-2-ethyl-3-methylbutanoyl)oxazolidin-2-one